C1(CC1)[C@H](C)NC1=NC(=NC(=N1)N[C@@H](C)C1CC1)C1=NC(=CC=C1)C(F)(F)F N2,N4-bis((S)-1-cyclopropylethyl)-6-(6-(trifluoromethyl)pyridin-2-yl)-1,3,5-triazine-2,4-diamine